5-(methylsulfonamido)pentanoic acid CS(=O)(=O)NCCCCC(=O)O